rac-(5aR,6R,6aS,7aS,7bR)-3-chloro-5a-(4-cyanophenyl)-7b-hydroxy-N,N-dimethyl-6-phenyl-5a,7,7a,7b-tetrahydrocyclopropa[4',5']cyclopenta[1',2':4,5]furo[3,2-b]pyridine-6a(6H)-carboxamide ClC=1C=C2C(=NC1)[C@]1([C@@](O2)([C@@H]([C@]2([C@@H]1C2)C(=O)N(C)C)C2=CC=CC=C2)C2=CC=C(C=C2)C#N)O |r|